C(C1=CC=CC=C1)OC(=O)N1[C@H]([C@H](OCC1)C1=CC=CC=C1)C1=CC=CC=C1 (2R,3S)-N-benzyloxycarbonyl-2,3-diphenyl-morpholine